C(#C)C1=C(C(=C(N1)C(=O)OC)C1=CC=C(C=C1)F)C(=O)OC Dimethyl 5-ethynyl-3-(4-fluorophenyl)-1H-pyrrole-2,4-dicarboxylate